S1NNC=C1 dihydrothiazazole